NC=1C=C(C(=O)OCC)C=C(C1NCCC1=CC=C(C=C1)Br)OC ethyl 3-amino-4-((4-bromophenyl ethyl) amino)-5-methoxybenzoate